2-chloro-N-cyclopropyl-5-(1-(2,6-dichloro-4-(perfluoropropan-2-yl)phenyl)-1H-pyrazol-4-yl)-N-(2-(2-methoxyethoxy)ethyl)nicotinamide ClC1=C(C(=O)N(CCOCCOC)C2CC2)C=C(C=N1)C=1C=NN(C1)C1=C(C=C(C=C1Cl)C(C(F)(F)F)(C(F)(F)F)F)Cl